N1=NN(C2=NC=CC=C21)C2=CC(=C(C(=O)N([C@H]1CNCCC1)C1=NC=CC3=C1C=C(S3)C=3C=CC=1N(C3)N=CN1)C=C2)F (R)-4-(3H-[1,2,3]triazolo[4,5-b]pyridin-3-yl)-N-(2-([1,2,4]triazolo[1,5-a]pyridin-6-yl)thieno[3,2-c]pyridin-4-yl)-2-fluoro-N-(piperidin-3-yl)benzamide